BrC=1C=C(C#N)C=C(C1)F 3-Bromo-5-fluoro-benzonitrile